CC1(CC(CCC1)C(CCC=C)=O)C 1-(3,3-Dimethylcyclohexyl)-4-penten-1-on